(S)-6-((4-((2-hydroxy-1-phenylethyl)amino)-5-(3,8-dioxa-1-azaspiro[4.5]dec-1-en-2-yl)pyridin-2-yl)amino)-1-isopropyl-2-propyl-1,2-dihydro-3H-pyrazolo[3,4-b]pyridin-3-one OC[C@H](C1=CC=CC=C1)NC1=CC(=NC=C1C1=NC2(CO1)CCOCC2)NC2=CC=C1C(=N2)N(N(C1=O)CCC)C(C)C